4-(4-(3,8-diazabicyclo-[3.2.1]octan-3-yl)-6-chloro-8-fluoro-2-((tetrahydro-1H-pyrrolizin-7a(5H)-yl)meth-oxy)quinazolin-7-yl)naphthalen-2-amine C12CN(CC(CC1)N2)C2=NC(=NC1=C(C(=C(C=C21)Cl)C2=CC(=CC1=CC=CC=C21)N)F)OCC21CCCN1CCC2